bornyl acetate (bornylacetate) C12(C(CC(CC1)C2(C)C)CC(=O)O)C.C(C)(=O)OC2C1(CCC(C2)C1(C)C)C